C(CC)(=O)[O-].C(CC)(=O)[O-].C(CC)(=O)[O-].C(CC)(=O)[O-].[Zr+4] zirconium tetrapropionate